FC(C=1C=CC2=C(O[C@H]3CCN([C@@H]2C3)C(=O)OCC3=CC=CC=C3)C1)(F)F |r| (Rac)-benzyl (2S,6R)-9-(trifluoromethyl)-3,4-dihydro-2H-2,6-methanobenzo[b][1,5]oxazocine-5(6H)-carboxylate